1-(4''-(aminomethyl)-3-chloro-2'-hydroxy-3''-(piperazin-1-yl)-[1,1':3',1''-terphenyl]-4-yl)-3-methylimidazolidin-2-one NCC1=C(C=C(C=C1)C=1C(=C(C=CC1)C1=CC(=C(C=C1)N1C(N(CC1)C)=O)Cl)O)N1CCNCC1